N1CCC(CC1)N[C@H]1[C@@H](C1)C=1C=C2CCN(C2=CC1)S(=O)(=O)C1=CC=CC=C1 trans-N-(4-piperidinyl)-2-(1-(phenylsulfonyl)indolin-5-yl)cyclopropylamine